C1(=CC=CC=C1)C(C1=CC=CC=C1)=NC(CNCCCCC)C1=C(C=CC=C1)C N-(2-((diphenylmethylene)amino)-2-(o-tolyl)ethyl)pentan-1-amine